O1N=C(C2=C1C=CC=C2)COC=2C=CC(=C1CCN([C@@H](C21)CN2C(CCC2)=O)C(=O)C2CCCCC2)Br (1S,2R)-2-((S)-8-(Benzo[d]isoxazol-3-ylmethoxy)-5-bromo-1-((2-oxopyrrolidin-1-yl)methyl)-1,2,3,4-tetrahydroisochinolin-2-carbonyl)cyclohexan